C(=O)(OCC1C2=CC=CC=C2C2=CC=CC=C12)N[C@@H](CCCCNC(CCCC[C@@H]1SC[C@@H]2NC(=O)N[C@H]12)=O)C(=O)O Fmoc-Nepsilon-biotinyl-L-lysine